C(CCCCC)NCCC1=CC=C(OCCN2C(C3=CC=CC=C3C2=O)=O)C=C1 (2-(4-(2-(hexylamino)ethyl)phenoxy)ethyl)isoindoline-1,3-dione